Cl.CONC methoxy(methyl)-amine hydrochloride